CC=1N=C(OC1)NC(NCCCCCCCCCCCC(=O)O)=O 12-(3-(4-methyloxazol-2-yl)ureido)dodecanoic acid